tert-butyl (1S,4R)-2-((2-fluoropropyl)amino)-7-azabicyclo[2.2.1]heptane-7-carboxylate FC(CNC1[C@@H]2CC[C@H](C1)N2C(=O)OC(C)(C)C)C